S-adenosyl-L-methionine hydroxide [C@@H]1([C@H](O)[C@H](O)[C@@H](C[S+](CC[C@H](N)C(=O)O)C)O1)N1C=NC=2C(N)=NC=NC12